CC1=C(C(=CC=C1)C)C1=CC=NC2=CC(=CC=C12)O[C@@H](C(=O)N1CC2(C(C2)C(=O)O)CCC1)C 5-[(2R)-2-[[4-(2,6-dimethylphenyl)-7-quinolyl]oxy]propanoyl]-5-azaspiro[2.5]octane-2-carboxylic acid